FC(C1=CC=C(C=C1)[C@@H]1[C@H](C1)C=1C=2N(N=C(C1)C=1C(NC(NC1)=O)=O)C=CN2)(F)F 5-[8-[(1S,2S)-2-[4-(trifluoromethyl)phenyl]cyclopropyl]imidazo[1,2-b]pyridazin-6-yl]-1H-pyrimidine-2,4-dione